methyl 5-[[2-fluoro-6-[2-(trideuteriomethoxy)-4-(trifluoromethoxy)phenoxy]-3-(trifluoromethyl)benzoyl]amino]-4-methylpyridine-2-carboxylate FC1=C(C(=O)NC=2C(=CC(=NC2)C(=O)OC)C)C(=CC=C1C(F)(F)F)OC1=C(C=C(C=C1)OC(F)(F)F)OC([2H])([2H])[2H]